FC(C1=C(C=CC(=C1)C1(CCC1)C1=CC(=C(C=C1)C1=C(C=C(C=C1)N)C(F)(F)F)C(F)(F)F)C1=C(C=C(C=C1)N)C(F)(F)F)(F)F bis(2,2'-bis(trifluoromethyl)-4'-amino-1,1'-biphenyl-4-yl)-cyclobutane